3-carbonyl-3-(2-chlorophenyl)propanamide C(=O)=C(CC(=O)N)C1=C(C=CC=C1)Cl